BrC1=CC(=C(COC2=CC=C(O[Si](C)(C)C(C)(C)C)C=C2)C(=C1)F)F (4-((4-bromo-2,6-difluorobenzyl)oxy)phenoxy)(tert-butyl)dimethylsilane